N-((1S,2S)-2-hydroxycyclopentyl)-5-methyl-4-(4-(1-methyl-1H-pyrazol-3-yl)benzyl)-6-(1H-pyrazol-1-yl)picolinamide O[C@@H]1[C@H](CCC1)NC(C1=NC(=C(C(=C1)CC1=CC=C(C=C1)C1=NN(C=C1)C)C)N1N=CC=C1)=O